C(C)OC(=O)C=1C=2N(NCC1)C=C(N2)C=2C=NC=CC2 2-(pyridin-3-yl)-5,6-dihydroimidazo[1,2-b]pyridazine-8-carboxylic acid ethyl ester